C1(CCCC1)S(=O)(=O)C=1C=C(C=CC1)NC(C1=C(C=NC=C1)N1CCC2(CC2)CC1)=O N-(3-(Cyclopentylsulfonyl)phenyl)-3-(6-azaspiro[2.5]octan-6-yl)isonicotinamide